NC1=C2CN(CC2=CC=C1)C(=O)C1=C(C(=C(C=C1O)O)C)OCC (4-aminoisoindolin-2-yl)(2-ethoxy-4,6-dihydroxy-3-methylphenyl)methanone